methyl 3-acetamido-5-bromo-6-(trifluoromethyl)pyridine-2-carboxylate C(C)(=O)NC=1C(=NC(=C(C1)Br)C(F)(F)F)C(=O)OC